N[C@@H](CC(=O)OCC)C=1C=C(C=CC1)C1=C(C(=CC=C1)OC)C ethyl (S)-3-amino-3-(3'-methoxy-2'-methylbiphenyl-3-yl)propanoate